ClC=1C=C(C=CC1F)NC1=NC=NC2=CC=C(C=C12)C=1C=C(C=NC1)NS(=O)(=O)CCN(C)C N-(5-(4-((3-chloro-4-fluorophenyl)amino)quinazolin-6-yl)pyridin-3-yl)-2-(dimethylamino)ethane-1-sulfonamide